C12(C(CC(CC1)C2(C)C)(O)CCC(=O)O)C borneol-propionic acid